OC1=C(C(=CC=C1)C)S(=O)(=O)N 2-hydroxy-6-methylbenzene-1-sulfonamide